3,4-bis(di-p-tolylphosphino)-2,5-diethylthiophene C1(=CC=C(C=C1)P(C1=C(SC(=C1P(C1=CC=C(C=C1)C)C1=CC=C(C=C1)C)CC)CC)C1=CC=C(C=C1)C)C